tertiary Leucine N[C@@H](C(C)(C)C)C(=O)O